CC=1C(=C2C=NN(C2=CC1)C1OCCCC1)B1OC(C(O1)(C)C)(C)C 5-methyl-1-(tetrahydro-2H-pyran-2-yl)-4-(4,4,5,5-tetramethyl-1,3,2-dioxaborolan-2-yl)-1H-indazole